C(C)(=O)OC1=CC=2C(=CSC2)C1 6H-cyclopenta[c]thiophen-5-yl acetate